FC1=C(C=CC(=C1C=1C=C2C=NC(=NC2=CC1)NC1CCC(CC1)NC)F)NS(=O)(=O)C=1C=2CCC(C2C=C(C1)F)O N-(2,4-difluoro-3-(2-((4-(methylamino)cyclohexyl)amino)quinazolin-6-yl)phenyl)-6-fluoro-1-hydroxy-2,3-dihydro-1H-indene-4-sulfonamide